BrC1=CN(C=C1)[Si](C(C)C)(C(C)C)C(C)C 3-bromo-1-(triisopropylsilyl)pyrrole